ClC(C1=NC(=NO1)C1=CC=2N(C=C1)C(=C(N2)C)N=S(=O)(CCC(F)(F)F)C)(F)F ((7-(5-(chlorodifluoromethyl)-1,2,4-oxadiazol-3-yl)-2-methylimidazo[1,2-a]pyridin-3-yl)imino)(methyl)(3,3,3-trifluoropropyl)-λ6-sulfanone